N-[2-acetyl-4-chloro-5-(trifluoromethyl)phenyl]-3-bromo-benzamide C(C)(=O)C1=C(C=C(C(=C1)Cl)C(F)(F)F)NC(C1=CC(=CC=C1)Br)=O